Tert-butyl 2-(4-cyclopropyl-6-methoxy-pyrimidin-5-yl)-4-[[4-[1-methyl-4-(trifluoromethyl)imidazol-2-yl]phenyl]methylamino]-6,7-dihydro-5H-pyrido[2,3-d]pyrimidine-8-carboxylate C1(CC1)C1=NC=NC(=C1C=1N=C(C2=C(N1)N(CCC2)C(=O)OC(C)(C)C)NCC2=CC=C(C=C2)C=2N(C=C(N2)C(F)(F)F)C)OC